tert-butyl N-[2-[(2-amino-8-bromo-3H-1-benzazepine-4-carbonyl)-propyl-amino] oxyethyl]carbamate NC1=NC2=C(C=C(C1)C(=O)N(OCCNC(OC(C)(C)C)=O)CCC)C=CC(=C2)Br